S(CC(CS)O)CC(CS)O 3,3'-thiobis(1-mercaptopropan-2-ol)